ethyl 2-[4-(difluoromethyl)-6-[4-[2-[4-(1-hydroxyethyl)-1-piperidyl]ethoxy]phenyl]-7-methyl-indazol-2-yl]-2-[(6R)-6-fluoro-6,7-dihydro-5H-pyrrolo[1,2-c]imidazol-1-yl]acetate FC(C=1C2=CN(N=C2C(=C(C1)C1=CC=C(C=C1)OCCN1CCC(CC1)C(C)O)C)C(C(=O)OCC)C1=C2N(C=N1)C[C@@H](C2)F)F